CC#CCC=1C=CC2=C(N(C(=N2)CCl)C[C@H]2OCC2)C1 methyl-(S)-3-(2-(chloromethyl)-1-(oxetan-2-ylmethyl)-1H-benzo[d]imidazol-6-yl)propyne